ClCC(CSC1=CC(=CC(=C1)SCC(CCl)O)SCC(CCl)O)O 1,3,5-tris(3-chloro-2-hydroxypropylthio)benzene